C(C)(=O)N1CCC(CC1)C1=NC(=C2N1C=CNC2=O)NC2=CC=C(C=C2)C(=O)N2CCOCC2 3-(1-acetylpiperidin-4-yl)-1-((4-(morpholine-4-carbonyl)phenyl)amino)imidazo[1,5-a]pyrazin-8(7H)-one